O=C1NC(CCC1N1C(C2=CC=C(C=C2C1)O[C@@H]1CN(CC1)CC=1C=C2C=CC(=NC2=CC1)N1CCC(CC1)N(C(OC(C)(C)C)=O)C)=O)=O Tert-butyl (1-(6-(((3S)-3-((2-(2,6-dioxopiperidin-3-yl)-1-oxoisoindolin-5-yl)oxy)pyrrolidin-1-yl)methyl)quinolin-2-yl)piperidin-4-yl)(methyl)carbamate